2-(4-phenoxy-2-hydroxy-phenyl)-4,6-diphenyl-1,3,5-triazine O(C1=CC=CC=C1)C1=CC(=C(C=C1)C1=NC(=NC(=N1)C1=CC=CC=C1)C1=CC=CC=C1)O